C1(CCCCC1)N(SC=1SC2=C(N1)C=CC=C2)C2CCCCC2 N,N-dicyclohexyl-2-benzothiazole-sulphenamide